tert-Butyl (5-((4-aminophenyl)carbamoyl)-1-methyl-1H-pyrrol-3-yl)carbamate NC1=CC=C(C=C1)NC(=O)C1=CC(=CN1C)NC(OC(C)(C)C)=O